(2R,4S)-4-(3-(1H-pyrazol-1-yl)phenyl)-1-(tert-butoxycarbonyl)piperidine-2-carboxylic acid N1(N=CC=C1)C=1C=C(C=CC1)[C@@H]1C[C@@H](N(CC1)C(=O)OC(C)(C)C)C(=O)O